C(OC(CNC=1N=NC(=C(N1)C)C1=CC=C2C(C=CS2)=C1O)(C)C)([2H])([2H])[2H] 5-(3-((2-(methoxy-d3)-2-methylpropyl)amino)-5-methyl-1,2,4-triazin-6-yl)benzothiophene-4-ol